BrC1=C(C=C(C=C1)F)C1=NOC=C1C 3-(2-Bromo-5-fluorophenyl)-4-methylisoxazole